FC(C=1C=C(C=CC1)NC(=O)C=1C(=CC=2N(C1)C=C(N2)C2CCOCC2)OC)F N-(3-(difluoromethyl)phenyl)-7-methoxy-2-(tetrahydro-2H-pyran-4-yl)imidazo[1,2-a]pyridine-6-carboxamide